[Cl-].C(C=C)(=O)OCC[N+](C)(C)CC1=CC=CC=C1 acryloyloxyethyl-benzyldimethylammonium chloride